2-propylheptyl lactate (2-propylheptyl lactate) C(CC)C(CC(C(=O)O)(O)C)CCCCC.C(C(O)C)(=O)OCC(CCCCC)CCC